7-chloro-2-(2,6-dichlorophenyl)-N-((1r,4r)-4-morpholinocyclohexyl)imidazo[2,1-f][1,2,4]triazin-4-amine ClC1=CN=C2C(=NC(=NN21)C2=C(C=CC=C2Cl)Cl)NC2CCC(CC2)N2CCOCC2